13,16,20,23-tetraazapentatricontane-11,25-diol CCCCCCCCCCC(CNCCNCCCNCCNCC(CCCCCCCCCC)O)O